C=1N=CN2C1C1=CC=CC=C1[C@H]2[C@H]2[C@@H](CCCC2)O (1R,2S)-2-((R)-5H-imidazo[5,1-a]isoindol-5-yl)cyclohexan-1-ol